methyl 4-[[(2R,3S,4S,5R)-3-[2-(cyclobutoxy)-3,4-difluoro-phenyl]-4,5-dimethyl-5-(trifluoromethyl)tetrahydrofuran-2-carbonyl]amino]pyridine-2-carboxylate C1(CCC1)OC1=C(C=CC(=C1F)F)[C@H]1[C@@H](O[C@]([C@H]1C)(C(F)(F)F)C)C(=O)NC1=CC(=NC=C1)C(=O)OC